2-(5-chloro-3-(3-(4-(ethyl)phenyl)ureido)-1H-indole-1-carbonyl)benzyl-glycine ClC=1C=C2C(=CN(C2=CC1)C(=O)C1=C(CNCC(=O)O)C=CC=C1)NC(=O)NC1=CC=C(C=C1)CC